1-(2,2-difluoroethyl)-N-(1-(6-phenylpyridazin-3-yl)ethyl)-1H-1,2,3-triazole-4-carboxamide FC(CN1N=NC(=C1)C(=O)NC(C)C=1N=NC(=CC1)C1=CC=CC=C1)F